FC(C(=O)NCCOCCOCCNC(OC(C)(C)C)=O)(F)F tert-butyl (2-(2-(2-(2,2,2-trifluoroacetamido)ethoxy)ethoxy)ethyl)carbamate